methyl (R)-2-(3-((6-(((S)-1-(4-(tert-butyl)phenyl)ethyl)carbamoyl)-1-(cyclobutylmethyl)-2-methyl-1H-indol-3-yl)methyl)-5-chlorophenoxy)propanoate C(C)(C)(C)C1=CC=C(C=C1)[C@H](C)NC(=O)C1=CC=C2C(=C(N(C2=C1)CC1CCC1)C)CC=1C=C(O[C@@H](C(=O)OC)C)C=C(C1)Cl